Cl.NCC1=NOC(C1)(C(=O)OCC)CC1=C(C=CC=C1)C(F)(F)F Ethyl 3-(aminomethyl)-5-(2-(trifluoromethyl)benzyl)-4,5-dihydroisoxazole-5-carboxylate hydrochloride